2-(4,6-bis(3,4,5-trimethoxystyryl)pyrimidin-2-oxy)ethylguanidine trifluoroacetate FC(C(=O)O)(F)F.COC=1C=C(C=CC2=NC(=NC(=C2)C=CC2=CC(=C(C(=C2)OC)OC)OC)OCCNC(=N)N)C=C(C1OC)OC